F[C@@H]1[C@H](CN(CC1)C(=O)OC(C)(C)C)O |o1:1,2| tert-butyl (3S*,4S*)-4-fluoro-3-hydroxypiperidine-1-carboxylate